N[C@H]1CN(C[C@@H](C1)F)C(=O)C1=CC2=C(N(C(=N2)C2=CC=3C(=NC(=CC3)C=3C=C(C(=NC3)OC)O)N2CC2CC2)C)C(=C1)OC 5-(2-{5-[(3R,5R)-3-amino-5-fluoropiperidine-1-carbonyl]-7-methoxy-1-methyl-1H-1,3-benzodiazol-2-yl}-1-(cyclopropylmethyl)-1H-pyrrolo[2,3-b]pyridin-6-yl)-2-methoxypyridin-3-ol